COC1=CC=C(C=C1)NC(=O)[C@@H]1[C@@]2(CC[C@H](C1)C2(C)C)C (1S,2S,4R)-N-(4-methoxyphenyl)-1,7,7-trimethylbicyclo[2.2.1]heptane-2-carboxamide